tris(2-chloro-ethyl)phosphate ClCCOP(=O)(OCCCl)OCCCl